OC(CCOC1=CC=C(C=C1)C1=CC=CC=C1C(F)(F)F)(C)C 4'-(3-hydroxy-3-methyl-butoxy)-6-trifluoromethyl-biphenyl